3-(2,4-difluoro-4'-((2-oxopyridin-1(2H)-yl)methyl)-[1,1'-biphenyl]-3-yl)piperidine-2,6-dione FC1=C(C=CC(=C1C1C(NC(CC1)=O)=O)F)C1=CC=C(C=C1)CN1C(C=CC=C1)=O